N-(3-chloro-5-(methylsulfonamido)phenyl)-5-ethyl-4-(5-fluoro-3-((5-fluoropyridin-3-yl)methoxy)pyridin-2-yl)thiophene-2-carboxamide ClC=1C=C(C=C(C1)NS(=O)(=O)C)NC(=O)C=1SC(=C(C1)C1=NC=C(C=C1OCC=1C=NC=C(C1)F)F)CC